NC=1C(=NN(C1)C(C)C)C(=O)N 4-amino-1-isopropyl-1H-pyrazole-3-carboxamide